3,4-dihydro-1,2,5-oxathiazine-2,2-dioxide O1S(CCN=C1)(=O)=O